C1N(CCC2=CC=CC=C12)C1=CC=C(N)C=C1 4-(3,4-dihydroisoquinolin-2(1H)-yl)aniline